4-fluoro-N-[(1s,4s)-4-{[6-fluoro-2-(trifluoromethyl)quinolin-4-yl]amino}cyclohexyl]benzamide FC1=CC=C(C(=O)NC2CCC(CC2)NC2=CC(=NC3=CC=C(C=C23)F)C(F)(F)F)C=C1